4-((S)-1-((S)-1-((5-(2-(((tert-butyldimethylsilyl)oxy)methyl)-4,6-difluorophenoxy)pyrazin-2-yl)amino)-1-oxopropan-2-yl)-4,4-difluoropiperidin-3-yl)pyridine 1-oxide [Si](C)(C)(C(C)(C)C)OCC1=C(OC=2N=CC(=NC2)NC([C@H](C)N2C[C@@H](C(CC2)(F)F)C2=CC=[N+](C=C2)[O-])=O)C(=CC(=C1)F)F